CN1CC(C1)(C)C(O)(C1=CC=C(C=C1)OC(F)(F)F)C=1C=NC=C(C1)N1N=CC=C1 (1,3-dimethyl-azetidin-3-yl)-(5-pyrazol-1-yl-pyridin-3-yl)-(4-trifluoromethoxy-phenyl)-methanol